C(O)C=1C=C(C(=O)C2=CC(=C(C=C2)N)CO)C=CC1N 3,3'-dimethylol-4,4'-diaminobenzophenone